2-(2,6-dioxopiperidin-3-yl)1-oxo-3H-isoindole-5-carbonitrile O=C1NC(CCC1N1C(C2=CC=C(C=C2C1)C#N)=O)=O